CC=1C=NC=2N(C1)C(NN2)=O 6-methyl-[1,2,4]triazolo[4,3-a]pyrimidin-3(2H)-one